ClC=1C(N(C=C(N1)Cl)C=1N(N=C(C1)C)C)=O 3,5-dichloro-1-(2,5-dimethyl-2H-pyrazol-3-yl)-1H-pyrazin-2-one